C(C)C=1OC2=C(N1)C=CC(=C2)C=2N=C1N(C(C2)=O)C=C(C=C1)N1CCNCC1 2-(2-ethyl-1,3-benzoxazol-6-yl)-7-(piperazin-1-yl)-4H-pyrido[1,2-a]pyrimidin-4-one